C(=C)C=1C=C2C=CC3=C(OCC=C3)C2=CC1 8-vinyl-2H-naphtho[1,2-b]pyrane